[Cl-].C[N+](CCC[Si](OC)(OC)OC)(CCCCCCCCCCCCCCCCCCCC)C dimethyleicosyl-[3-(trimethoxysilyl)propyl]ammonium chloride